((1-(5-((3-(N-benzoylsulfamoyl)-2-chlorophenyl)thio)pyrazin-2-yl)-4-methylpiperidin-4-yl)methyl)carbamic acid tert-butyl ester C(C)(C)(C)OC(NCC1(CCN(CC1)C1=NC=C(N=C1)SC1=C(C(=CC=C1)S(NC(C1=CC=CC=C1)=O)(=O)=O)Cl)C)=O